COC(=O)C1C(N(C(CO1)=O)CC1=CC=C(C=C1)OC)C1=C(C(=CC=C1)F)Cl.[N+](=O)([O-])C1=CC=C(C=C1)S(=O)(=O)NCCNS(=O)(=O)C1=CC=C(C=C1)OC(F)(F)F 4-nitro-N-(2-((4-(trifluoromethoxy)phenyl)sulfonamido)ethyl)benzenesulfonamide Methyl-3-(2-chloro-3-fluorophenyl)-4-(4-methoxybenzyl)-5-oxo-morpholine-2-carboxylate